NC1=NC(=CC(=N1)N1CCC2(C[C@H](NC2)C(=O)OCC)CC1)O[C@@H](C(F)(F)F)C1=C(C=C(C=C1)C1=CC(=C(C=C1)OC)F)N1N=C(C=C1)C (S)-ethyl 8-(2-amino-6-((R)-2,2,2-trifluoro-1-(3'-fluoro-4'-methoxy-3-(3-methyl-1H-pyrazol-1-yl)-[1,1'-biphenyl]-4-yl)ethoxy)pyrimidin-4-yl)-2,8-diazaspiro[4.5]decane-3-carboxylate